(1aR,7bS)-5-[2-(3-dimethylaminopropylamino)benzenesulfonylamino]-1,1a,2,7b-tetrahydrocyclopropa[c]benzopyran-4-carboxylic acid CN(CCCNC1=C(C=CC=C1)S(=O)(=O)NC1=C(C2=C([C@@H]3[C@H](CO2)C3)C=C1)C(=O)O)C